C(C)OC(=O)CCCCCCCCCCCOC=1C2=CC=CC=C2C(=C2C=CC=CC12)OCCCCCCCCCCCC(=O)OCC 9,10-bis(ethoxycarbonylundecyloxy)anthracene